N-(4-cyanobenzyl)-4-(2-cyanobenzoyl)-1H-pyrrole-2-carboxamide C(#N)C1=CC=C(CNC(=O)C=2NC=C(C2)C(C2=C(C=CC=C2)C#N)=O)C=C1